C1(CC1)N1N=CC(=C1)C=1C=C2N(N=CC3=C2N(N=C3NC=3C(=NC=C(C(=O)NCCN2CCOCC2)C3)C)C)C1 5-((8-(1-cyclopropyl-1H-pyrazol-4-yl)-1-methyl-1H-pyrazolo[3,4-d]pyrrolo[1,2-b]pyridazin-3-yl)amino)-6-methyl-N-(2-morpholinoethyl)nicotinamide